N-Oleyl-1,3-propandiamin C(CCCCCCC\C=C/CCCCCCCC)NCCCN